7-[[5-(4-methylpiperazin-1-yl)-2-pyridyl]amino]-4-(7-methylpyrrolo[2,3-d]pyrimidin-4-yl)isoindolin-1-one CN1CCN(CC1)C=1C=CC(=NC1)NC=1C=CC(=C2CNC(C12)=O)C=1C2=C(N=CN1)N(C=C2)C